C(#N)C=1C=C(C=CC1F)NC(=O)N1CC=2N(C[C@@H]1C)C=NC2C(=O)N[C@@H](CF)C (S)-N7-(3-Cyano-4-fluorophenyl)-N1-((R)-1-fluoropropan-2-yl)-6-methyl-5,6-dihydroimidazo[1,5-a]pyrazine-1,7(8H)-dicarboxamide